cyclohexane-1,4-dicarboxylic acid diisoamyl ester C(CC(C)C)OC(=O)C1CCC(CC1)C(=O)OCCC(C)C